2-((tert-Butyldimethylsilyl)oxy)-N-hydroxyacetimidoyl Chloride [Si](C)(C)(C(C)(C)C)OCC(=NO)Cl